FC=1C=C(C=CC1F)N1C(N([C@@H](C1)C#N)C1=CN=CC2=CC=C(C=C12)S(=O)(=O)C)=O (S)-1-(3,4-difluorophenyl)-3-(6-(methylsulfonyl)isoquinolin-4-yl)-2-oxoimidazolidine-4-carbonitrile